FC(COC(C(F)(F)F)(F)F)F pentafluoroethyl difluoroethyl ether